FC(C1=C2C=C(COC2=CC=C1)C(=O)O)(F)F 5-(trifluoromethyl)-2H-chromene-3-carboxylic acid